CC1=CC=C(C=C1)C1=NC2=C(N1)C=1C(C3=CC=CC=C3C(C1C=C2)=O)=O 2-(4-Methylphenyl)-1H-anthraceno[1,2-d]imidazole-6,11-dione